C(C)OC=1C=C(C#N)C=CC1C=1NC(C2=C(N1)NN=N2)=O 3-ethoxy-4-(7-oxo-6,7-dihydro-3H-[1,2,3]triazolo[4,5-d]pyrimidin-5-yl)benzonitrile